C(C)(C)(C)OC(=O)NCC1=CC=C(C=C1)NC(=O)C1=CC2=C(OCCC3=C2SC=C3)C=C1C1=C(C(=O)OC(C)(C)C)C=C(C=C1)C=O tert-butyl 2-(9-((4-(((tert-butoxycarbonyl)amino)methyl)phenyl)carbamoyl)-4,5-dihydrobenzo[b]thieno[2,3-d]oxepin-8-yl)-5-formylbenzoate